CN1C(CC(CC1(C)C)OC(CCCCCCCCC(=O)OC1CC(N(C(C1)(C)C)C)(C)C)=O)(C)C Bis(1,2,2,6,6-pentamethyl-4-piperidinyl)-sebacate